C1(=NC=CC2=CC=CC=C12)NC1=NC=NC2=CC(=C(C=C12)OC1CCN(CC1)C(C=C)=O)OC 1-(4-((4-(isoquinolin-1-ylamino)-7-methoxyquinazolin-6-yl)oxy)piperidin-1-yl)prop-2-en-1-one